benzyl-2-(3-(methoxycarbonyl)cyclopentyl)hydrazine formate C(=O)O.C(C1=CC=CC=C1)NNC1CC(CC1)C(=O)OC